ClC1=NC=CC(=N1)C1=NC(=C2N=C(N(C2=N1)C)C1=CC=NC=C1)N1CCOCC1 4-(2-(2-chloropyrimidin-4-yl)-9-methyl-8-(pyridin-4-yl)-9H-purin-6-yl)morpholine